(3-chloro-2,4-dimethyl-5,7-dihydropyrrolo[3,4-b]pyridin-6-yl)-[(3R)-1-[2-(trifluoromethyl)-4-pyridinyl]pyrrolidin-3-yl]methanone ClC=1C(=C2C(=NC1C)CN(C2)C(=O)[C@H]2CN(CC2)C2=CC(=NC=C2)C(F)(F)F)C